1,2-dihydropyridine-3-carboxylic acid methyl ester COC(=O)C=1CNC=CC1